N1=C(C=CC=C1)CNS(=O)(=O)C1=CC=C(C(=O)NCCCCCCC(=O)OC(C)(C)C)C=C1 Tert-butyl 7-(4-(N-(pyridin-2-ylmethyl)sulfamoyl)benzamido)heptanoate